((S)-8-(((1H-pyrazol-5-yl)methoxy)methyl)-2-((s)-2,2-dimethylcyclopropanecarbonyl)-2,6-diazaspiro[3.4]octan-6-yl)(thiazol-5-yl)methanone N1N=CC=C1COC[C@@H]1CN(CC12CN(C2)C(=O)[C@@H]2C(C2)(C)C)C(=O)C2=CN=CS2